[F-].C(CCCCCCCCCCC)[N+](C)(C)CCCCCCCCCCCC didodecyldimethyl-ammonium fluoride